CC1=C(C(=NO1)C=1C=NC(=CC1)C)COC1=CC=C(N=N1)C(=O)O 6-((5-methyl-3-(6-methylpyridin-3-yl)isoOxazol-4-yl)methoxy)pyridazine-3-carboxylic acid